FC(C(=O)O)(F)F.ClC1=CC=C(C[C@H]2CO[C@H](CN2C2CCC(CC2)C2=NN(C(=N2)OC)C)C(=O)N(C)C)C=C1 (2R,5S)-5-(4-chlorobenzyl)-4-(4-(5-methoxy-1-methyl-1H-1,2,4-triazol-3-yl)cyclohexyl)-N,N-dimethylmorpholine-2-carboxamide 2,2,2-trifluoroacetate